4-amino-1-(tert-butyl)-N-(4-(methoxymethyl)phenyl)-1H-pyrazolo[3,4-d]pyrimidine-3-carboxamide NC1=C2C(=NC=N1)N(N=C2C(=O)NC2=CC=C(C=C2)COC)C(C)(C)C